1-(4-nitrophenyl)-2-(quinolin-2-yl)ethanol [N+](=O)([O-])C1=CC=C(C=C1)C(CC1=NC2=CC=CC=C2C=C1)O